1-[4-(2-chloro-pyrimidin-4-yl)-3,6-dihydro-2H-pyridin-1-yl]-ethanone ClC1=NC=CC(=N1)C=1CCN(CC1)C(C)=O